(R)-N-(3-(N-(2-amino-2-methylpropanoyl)-S-methylsulfonimidoyl)phenyl)-5-(4-cyanophenyl)-2-(4,4-difluoroazepan-1-yl)-4-methylnicotinamide NC(C(=O)N=[S@@](=O)(C)C=1C=C(C=CC1)NC(C1=C(N=CC(=C1C)C1=CC=C(C=C1)C#N)N1CCC(CCC1)(F)F)=O)(C)C